pyridin-3-yl 1-(8-fluoro-7-(8-fluoronaphthalen-1-yl)-2-((hexahydro-1H-pyrrolizin-7a-yl)methoxy)pyrido[4,3-d]pyrimidin-4-yl)piperidine-4-carboxylate FC1=C(N=CC2=C1N=C(N=C2N2CCC(CC2)C(=O)OC=2C=NC=CC2)OCC21CCCN1CCC2)C2=CC=CC1=CC=CC(=C21)F